F[B-](F)(F)F.[Rh+].C1=CCCC=CCC1 (1,5-cyclooctadiene) rhodium (i) tetrafluoroborate